C(C)(C)(C)C1=C(C=C(C(=C1)OCC(C(C(F)(F)F)F)(F)F)C(C)(C)C)OCC(C(C(F)(F)F)F)(F)F 2,5-Di-tert-butyl-1,4-bis(4,4,4,3,2,2-hexafluorobutyloxy)benzene